5-ethyl-2-methylsulfanyl-pyrimidin-d C(C)C=1C(=NC(=NC1)SC)[2H]